N1=CC=C(C=C1)C=1N=C(C2=C(N1)C=NC=C2)N2CCC1(CCN(C1)[C@H]1[C@@H](CCC1)O)CC2 (trans)-2-(8-(2-(pyridin-4-yl)pyrido[3,4-d]pyrimidin-4-yl)-2,8-diazaspiro[4.5]decan-2-yl)cyclopentan-1-ol